C1(=CC=CC=C1)C(=O)C=1C(=C(C(=O)C2=CC=CC=C2)C=CC1)C(=O)C1=CC=CC=C1 diphenyl-carbonyl-(benzophenone)